NCCC[Si](OCC)(OCC)C 3-Aminopropyl-methyldiethoxysilan